n-propylamid C(CC)[NH-]